O=C1N(CC2=CC(=CC=C12)C1CCN(CC1)CC=1C=C2C(N(C=NC2=CC1)C1=CC=NC=C1)=O)C1C(NC(CC1)=O)=O 3-(1-oxo-5-(1-((4-oxo-3-(pyridin-4-yl)-3,4-dihydroquinazolin-6-yl)methyl)piperidin-4-yl)isoindolin-2-yl)piperidine-2,6-dione